O1C(OCC1)CCCOC1=CC(=C(C=C1)C1CCN(CC1)C1=CC(=C(C#N)C=C1)C(F)(F)F)C 4-(4-(4-(3-(1,3-dioxolan-2-yl)propoxy)-2-methylphenyl)piperidin-1-yl)-2-(trifluoromethyl)benzonitrile